FC(C(=O)N1CC(C1)N1C(N(C=2C=NC=CC21)C2=CC=C(C=C2)C(F)(F)F)=O)=C 1-(1-(2-fluoroacryloyl)azetidin-3-yl)-3-(4-(trifluoromethyl)phenyl)-1,3-dihydro-2H-imidazo[4,5-c]pyridin-2-one